2,2-dibromocyclopropane-1-carboxylic acid BrC1(C(C1)C(=O)O)Br